3-(7-((S)-3-(aminomethyl)piperidin-1-yl)-1-methyl-1H-indazol-3-yl)piperidine-2,6-dione NC[C@H]1CN(CCC1)C=1C=CC=C2C(=NN(C12)C)C1C(NC(CC1)=O)=O